NC=1C=CC2=C(CN(C[C@H](O2)CC)CC2=CC(=CC=3C=CSC32)[C@@H](CC(=O)O)C=3C(=C2C(=NC3)N(N=N2)C)C)N1 (3R)-3-(7-{[(2R)-7-Amino-2-ethyl-2,3-dihydropyrido[2,3-f][1,4]oxazepin-4(5H)-yl]methyl}-1-benzothiophen-5-yl)-3-(3,7-dimethyl-3H-[1,2,3]triazolo[4,5-b]pyridin-6-yl)propanoic acid